allyl-imidazole sulfimide salt [SH2]=N.C(C=C)C=1NC=CN1